1,3-dimethyl-glycerin COCC(O)COC